[N+](=O)([O-])CC(C1=CC=C(C=C1)B1OC(C(O1)(C)C)(C)C)C1=C(NC2=CC=CC=C12)C1=CC=CC=C1 3-(2-nitro-1-(4-(4,4,5,5-tetramethyl-1,3,2-dioxaborolan-2-yl)phenyl)ethyl)-2-phenyl-1H-indole